4-epoxycyclohexylmethane methacrylate C(C(=C)C)(=O)O.C12C(CC(CC1)C)O2